C1(=CC=CC=C1)CCNCCCN(C=1C=NNC1)C[C@@H]1[C@H]([C@H]([C@@H](C1)N1C=C(C2=C1N=CN=C2)C=2SC=CC2)O)O (1S,2R,3R,5R)-3-[({3-[(2-phenylethyl)amino]propyl}(1H-pyrazol-4-yl)amino)methyl]-5-[5-(thiophen-2-yl)pyrrolo[2,3-d]pyrimidin-7-yl]cyclopentane-1,2-diol